1,1,1,2,2,3,3,4,4,7,7,8,8,9,9,10,10,10-octadecafluorodec-5-ene FC(C(C(C(C=CC(C(C(C(F)(F)F)(F)F)(F)F)(F)F)(F)F)(F)F)(F)F)(F)F